2-t-butylthioadenosine C(C)(C)(C)C=1N=C(C=2N=CN([C@H]3[C@H](S)[C@H](O)[C@@H](CO)O3)C2N1)N